C(=C)OC1=C(C=CC(=C1)C)S(=O)(=O)[O-] 2-(vinyloxy)-4-methylbenzenesulfonate